C(C)(C)(C)OC(=O)N1C[C@H](NCC1)CCC1=NC(=CN=C1O)C(F)(F)F (R)-3-(2-(3-hydroxy-6-(trifluoromethyl)pyrazin-2-yl)ethyl)piperazine-1-carboxylic acid tert-butyl ester